butyl ((trans)-2-(4-bromophenyl)cyclopropyl)(4-((tert-butoxycarbonyl)amino)cyclohexyl)carbamate BrC1=CC=C(C=C1)[C@H]1[C@@H](C1)N(C(OCCCC)=O)C1CCC(CC1)NC(=O)OC(C)(C)C